FC(C=1OC=NN1)F 2-(difluoromethyl)-1,3,4-oxadiazole